N1=C(C=NC=C1)[C@@H]1CC[C@H]2OC3(C(N21)=O)CC(C3)OCC=3C=NC=CC3 (1S,3S,5'S,7a'R)-5'-(pyrazin-2-yl)-3-(pyridin-3-ylmethoxy)tetrahydro-3'H-spiro[cyclobutane-1,2'-pyrrolo[2,1-b]oxazol]-3'-one